CC1=NC(=NC(=C1)C)NS(=O)(=O)C1=CC=C(C=C1)N N-(4,6-dimethyl-2-pyrimidinyl)-4-aminobenzenesulfonamide